2-[2-hydroxy-3,5-bis(α,α-dimethylbenzyl)phenyl]-benzotriazole OC1=C(C=C(C=C1C(C1=CC=CC=C1)(C)C)C(C1=CC=CC=C1)(C)C)N1N=C2C(=N1)C=CC=C2